(R)-3-(azetidin-3-yl)-1-(thietidin-3-yl)piperidine N1CC(C1)[C@@H]1CN(CCC1)C1CSC1